C=CCC(C\C=C/CC)O (Z)-nona-1,6-dien-4-ol